dimethylimidazo[1,2-a]pyridine-6-sulfonamide CC1=C(N=C2N1C=C(C=C2)S(=O)(=O)N)C